monomethyl-aminoethanol CC(C)(O)N